C(CCCCCC)(=O)O.N(CCO)(CCO)CCO Triethanolamine monoheptanoate